C[C@H]1CN2C(O1)=C(C=N2)[S@@](=O)(N)=NC(NC2=C1C(=CC=3CCCC23)C[C@H]1C)=O (R,2S)-2-methyl-N'-(((R)-2-methyl-2,4,5,6-tetrahydro-1H-cyclobuta[f]inden-3-yl)carbamoyl)-2,3-dihydropyrazolo[5,1-b]oxazole-7-sulfonimidamide